methyl 2-(2-(5-chloropyridin-3-yl)-3,4-dihydro-2H-pyrrol-5-yl)hydrazine-1-carboxylate ClC=1C=C(C=NC1)C1N=C(CC1)NNC(=O)OC